Methyl (E)-3-(3-oxo-3-(thiazol-2-yl)prop-1-en-1-yl)benzoate O=C(/C=C/C=1C=C(C(=O)OC)C=CC1)C=1SC=CN1